2-(2-((5-cyclopropyl-4-oxo-4,5,6,7-tetrahydro-2H-pyrrolo[3,4-c]pyridin-2-yl)methyl)-3-fluoroallyl)isoindole-1,3-dione C1(CC1)N1C(C=2C(CC1)=CN(C2)CC(CN2C(C1=CC=CC=C1C2=O)=O)=CF)=O